1-(3-oxo-isoindolin-5-yl)dihydropyrimidine-2,4(1H,3H)-dione O=C1NCC2=CC=C(C=C12)N1C(NC(CC1)=O)=O